3-(5-((R)-3,3-difluoro-4-(piperazin-1-yl)piperidin-1-yl)-6-methylpyridin-2-yl)piperidine-2,6-dione FC1(CN(CC[C@H]1N1CCNCC1)C=1C=CC(=NC1C)C1C(NC(CC1)=O)=O)F